ClC1=CC=C(C=C1)C=1N=C2N(C=CC=C2)C1C=1C=NN(C1)CC1=CC(=C(C=C1)Cl)Cl 2-(4-Chlorophenyl)-3-(1-(3,4-dichlorobenzyl)-1H-pyrazol-4-yl)imidazo[1,2-a]pyridin